C(C)C(CN(C(=N)C1C(CCC1)=O)CC(CCCC)CC)CCCC.[Zr] zirconium N,N-bis-(2-ethylhexyl)-2-oxocyclopentanecarboximidamide